6,9-dibromo-2-phenylphenanthro[9,10-d]Azole BrC1=CC=2C=3C=C(C=CC3C3=C(C=C(N3)C3=CC=CC=C3)C2C=C1)Br